ClC1=CC=C(S1)CNC1=CC(=NN1)C1CNCC1 N-[(5-Chlorothiophen-2-yl)methyl]-3-(pyrrolidin-3-yl)-1H-pyrazol-5-amin